CC1(CCCCCCC1)OC(=O)C1C2C3C4C=CC(C3C(C1)C2)C4 8-(1-methylcyclooctyloxycarbonyl)-tetracyclo[4.4.0.12,5.17,10]-3-dodecene